(3R)-N-phenylpiperidin-3-amine C1(=CC=CC=C1)N[C@H]1CNCCC1